FC(CN1C(=NC2=NC=C(C=C21)C2=CNC=1N=C(N=C(C12)OC)NC1CCC(CC1)C(=O)N1CCCC1)C)F ((1s,4s)-4-((5-(1-(2,2-difluoroethyl)-2-methyl-1H-imidazo[4,5-b]pyridin-6-yl)-4-methoxy-7H-pyrrolo[2,3-d]pyrimidin-2-yl)amino)cyclohexyl)(pyrrolidin-1-yl)methanone